(R)-tert-butyl 3-((1-(N-(5-chloro-4-(cyclopentylmethoxy)-2-fluorobenzoyl)sulfamoyl)azetidin-3-yl)oxy)pyrrolidine-1-carboxylate ClC=1C(=CC(=C(C(=O)NS(=O)(=O)N2CC(C2)O[C@H]2CN(CC2)C(=O)OC(C)(C)C)C1)F)OCC1CCCC1